C1(CC1)N[C@H]1C[C@H](N(CC1)C(=O)N1CC2(CCCC2)[C@@H](CC1)CN1C=NC(=CC1=O)C1=CC=CC=C1)C1=CC=CC=C1 3-(((R)-7-((2S,4R)-4-(cyclopropylamino)-2-phenylpiperidine-1-carbonyl)-7-azaspiro[4.5]dec-10-yl)methyl)-6-phenylpyrimidin-4(3H)-one